CC1(OCC(O1)C)C1=CC=2C(CCC(C2C=C1)(C)C)(C)C 2,4-Dimethyl-2-(5,5,8,8-tetramethyl-5,6,7,8-tetrahydronaphthalen-2-yl)-1,3-dioxolane